4-((4-(3-((2,6-dioxopiperidin-3-yl)amino)benzyl)piperazin-1-yl)methyl)-N-(4-methyl-3-((4-(pyridin-3-yl)pyrimidin-2-yl)amino)phenyl)benzamide O=C1NC(CCC1NC=1C=C(CN2CCN(CC2)CC2=CC=C(C(=O)NC3=CC(=C(C=C3)C)NC3=NC=CC(=N3)C=3C=NC=CC3)C=C2)C=CC1)=O